FC=1C=C(C=CC1OC1=CC=NC2=CC(=CC=C12)OCCCN1CCOCC1)NC(=O)C1=C2C(=CN(C1=O)C1=CC=C(C=C1)F)CCC2 N-(3-fluoro-4-((7-(3-morpholinopropoxy)quinolin-4-yl)oxy)phenyl)-2-(4-fluorophenyl)-3-oxo-3,5,6,7-tetrahydro-2H-cyclopenta[c]pyridine-4-carboxamide